2,6-dibromo-4H-cyclopenta[2,1-b:3,4-b']dithiophene BrC1=CC2=C(S1)C=1SC(=CC1C2)Br